CC(CC=O)CCCCCCC 3-methyldecanal